2-(3-chloro-5,6-dimethyl-pyrazin-2-yl)malononitrile ClC=1C(=NC(=C(N1)C)C)C(C#N)C#N